(3-benzofuran-3-yl-1-methanesulfonylmethyl-1H-pyrazolo[4,3-c]pyridin-6-yl)-(4,4-difluoro-piperidin-1-yl)-methanone O1C=C(C2=C1C=CC=C2)C2=NN(C1=C2C=NC(=C1)C(=O)N1CCC(CC1)(F)F)CS(=O)(=O)C